FC1=CC=C(C=C1)C(=O)N1CC=CC1 (2,5-dihydro-1H-pyrrol-1-yl) (4-fluorophenyl) ketone